[2H][C@](N)(CCCN)C(=O)O α-Deutero-L-ornithine